copper-nickel-silver-zinc [Zn].[Ag].[Ni].[Cu]